1-Methyl-1-phenyl-ethyl-tris(dimethylamino)tin CC(C)(C1=CC=CC=C1)[Sn](N(C)C)(N(C)C)N(C)C